iridium(III) bis(phenyl(methyl-d3)pyridine) C1(=CC=CC=C1)C=1C(=NC=CC1)C([2H])([2H])[2H].C1(=CC=CC=C1)C=1C(=NC=CC1)C([2H])([2H])[2H].[Ir+3]